FC1=C(C=CC=C1)SC1=CC=C(C(=O)OC)C=C1 methyl 4-(2-fluorophenyl)sulfanylbenzoate